((1S,2S,4R)-4-{4-[(1S)-2,3-dihydro-1H-inden-1-ylamino]-7H-pyrrolo[2,3-d]pyrimidin-7-yl}-2-hydroxycyclopentyl)methyl sulfamate hydrochloride Cl.S(N)(OC[C@H]1[C@H](C[C@@H](C1)N1C=CC2=C1N=CN=C2N[C@H]2CCC1=CC=CC=C21)O)(=O)=O